C(C)[C@]1(C(OCC=2C(N3CC=4N(C5=CC=C(C=C5C(C4C3=CC21)=O)F)[C@H]2CN(CC21CC1)C)=O)=O)O (S)-4-ethyl-8-fluoro-4-hydroxy-11-((R)-5-methyl-5-azaspiro[2.4]heptane-7-yl)-1H-pyrano[3',4':6,7]indolizino[2,1-b]quinoline-3,6,14(4H,11H,12H)-trione